ClC1=CC=C(C(=N1)C)N1N=NC(=C1)C(=O)OC methyl 1-(6-chloro-2-methylpyridin-3-yl)-1H-1,2,3-triazole-4-carboxylate